C(CCC)N1C(CCCCC1)=O N-butylcaprolactam